The molecule is dianion of (2E)-2-(methoxycarbonylmethyl)but-2-enedioic acid arising from deprotonation of both carboxylic acid functions. It is a conjugate base of a (2E)-2-(methoxycarbonylmethyl)but-2-enedioic acid. COC(=O)C/C(=C\\C(=O)[O-])/C(=O)[O-]